BrC1=CC(=C(C=C1)NC1=C(C2=C(NC=N2)C=C1C(=O)NOCCO)F)F 5-[(4-bromo-2-fluorophenyl)amino]-4-fluoro-N-(2-hydroxyethoxy)-1H-benzimidazole-6-carboxamide